5-bromo-2H-2,7-naphthyridin-1-one BrC1=C2C=CNC(C2=CN=C1)=O